tert-butyl N-[1-[(4-cyanophenyl)methyl]-8-[5-(4,4-difluoro-1-piperidyl)-1,3,4-oxadiazol-2-yl]-5,5,7-trifluoro-2-oxo-3,4-dihydro-1-benzazepin-3-yl]carbamate C(#N)C1=CC=C(C=C1)CN1C(C(CC(C2=C1C=C(C(=C2)F)C=2OC(=NN2)N2CCC(CC2)(F)F)(F)F)NC(OC(C)(C)C)=O)=O